C(C)(C)(C)OC(C[C@H](CCC1CCCCC1)N)=O (S)-3-amino-5-cyclohexylpentanoic acid tert-butyl ester